CN(CC(=O)N1CCC(CC1)NC1=CC=CC=2C(=C(OC21)C#CC)CC(F)(F)F)C 3-(7-((1-(dimethylglycyl)piperidin-4-yl)amino)-3-(2,2,2-trifluoroethyl)benzofuran-2-yl)prop-2-yn